ClC1=CC(=NC(=N1)N1CCCC1)N1CCN(CC1)C(=O)OC(C)(C)C tert-butyl 4-(6-chloro-2-pyrrolidin-1-ylpyrimidin-4-yl)piperazine-1-carboxylate